ClC=1C=C(C(=NC1)C1=CC(=C2C=NC(=NN21)N[C@H]2[C@@H](CN(CC2)S(=O)(=O)C)O)F)F (3R,4R)-4-((7-(5-chloro-3-fluoropyridin-2-yl)-5-fluoropyrrolo[2,1-f][1,2,4]triazin-2-yl)amino)-1-(methylsulfonyl)piperidin-3-ol